NC1=CC(=CC(=N1)C(=O)N(C1=CC=CC=C1)C)NC1=C(C=CC=C1)O 6-Amino-4-((2-hydroxyphenyl)amino)-N-methyl-N-phenylpyridineamide